BrC=1C(=C(C=CC1C(=O)OC)N1CCC(CC1)OC1CCC(CC1)OC1CCN(CC1)C(=O)OC(C)(C)C)F tert-butyl 4-[4-[[1-(3-bromo-2-fluoro-4-methoxycarbonyl-phenyl)-4-piperidyl]oxy]cyclohexoxy]piperidine-1-carboxylate